tert-butyl-p-butylphenol C(C)(C)(C)C1=C(C=CC(=C1)CCCC)O